N6-methyldeoxyadenosine 5'-triphosphate P(O)(=O)(OP(=O)(O)OP(=O)(O)O)OC[C@@H]1[C@H](C[C@@H](O1)N1C=NC=2C(NC)=NC=NC12)O